4-(Di-ethylphosphoryl)-N-(2-fluoro-4-iodophenyl)-pyridin-3-amine C(C)P(=O)(CC)C1=C(C=NC=C1)NC1=C(C=C(C=C1)I)F